6-methylenepregna-4-en C=C1C[C@H]2[C@@H]3CC[C@H](CC)[C@]3(CC[C@@H]2[C@]2(CCCC=C12)C)C